NCC=1N=C2N(C=C(C=C2N2C(N(CC2)C(C2=CC=CC=C2)(C2=CC=CC=C2)C2=CC=CC=C2)=O)C2CC2)C1 1-(2-(aminomethyl)-6-cyclopropylimidazo[1,2-a]pyridin-8-yl)-3-tritylimidazolidin-2-one